NC1=NC2=C(C=3N1N=C(N3)C=3OC=CC3)C=NN2[C@@](C(=O)N[C@@H]2CC[C@@H](CC2)O)(C)C2=CC=CC=C2 (S)-2-(5-amino-2-(furan-2-yl)-7H-pyrazolo[4,3-e][1,2,4]triazolo[1,5-c]pyrimidin-7-yl)-(cis)-N-(4-hydroxycyclohexyl)-2-phenylpropanamide